C1(=CC=CC=C1)C(C)O 1-phenylethan-1-ol